(2-oxo-3-(1-(2-(quinolin-6-yl)acetyl)piperidin-4-yl)-4-(trifluoromethyl)-2,3-dihydro-1H-Benzo[d]imidazol-1-yl) methyl phosphate disodium salt [Na+].[Na+].P(=O)(ON1C(N(C2=C1C=CC=C2C(F)(F)F)C2CCN(CC2)C(CC=2C=C1C=CC=NC1=CC2)=O)=O)(OC)[O-].O=C2N(C1=C(N2OP(=O)(OC)[O-])C=CC=C1C(F)(F)F)C1CCN(CC1)C(CC=1C=C2C=CC=NC2=CC1)=O